FC(C=1C(=C(C=CC1)N1CCN(CC1)C(CN1N=C(C2=C1C[C@@H]1[C@H]2C1)C(=O)N1CCC(CC1)O)=O)C)F 1-(4-(3-(difluoromethyl)-2-methylphenyl)piperazin-1-yl)-2-((3bR,4aR)-3-(4-hydroxypiperidine-1-carbonyl)-3b,4,4a,5-tetrahydro-1H-cyclopropa[3,4]cyclopenta[1,2-c]pyrazol-1-yl)ethanone